tert-butyl 4-[[6-[8-ethyl-7-fluoro-3-(methoxymethoxy)-1-naphthyl]-2-methylsulfanyl-5-oxo-7H-pyrrolo[3,4-d]pyrimidin-4-yl]-methyl-amino]piperidine-1-carboxylate C(C)C=1C(=CC=C2C=C(C=C(C12)N1CC=2N=C(N=C(C2C1=O)N(C1CCN(CC1)C(=O)OC(C)(C)C)C)SC)OCOC)F